CC=1N=C(SC1C)NC(=NC(=O)NC1=C(C=CC=C1)C)N 4,5-dimethylthiazol-2-yl-N''-(2-methylaniline-carbonyl)-guanidine